CN1C[C@@H]([C@H](CC1)NC(=O)C1=CC(=CC=2N(C=NC21)CC(F)(F)F)C#CCNC=2C(OC)=CC=C(C2)C(NCC)=O)C N-[(3S,4S)-1-methyl-3-methyl-4-piperidyl]-6-{3-[4-(N-ethylcarbamoyl)-2-anisidino]-1-propynyl}-1-(2,2,2-trifluoroethyl)-1H-1,3-benzimidazole-4-carboxamide